3-Amino-8-(5-fluoro-2-methoxypyridin-3-yl)-N-propylimidazo[1,2-a]pyridine-2-carboxamide NC1=C(N=C2N1C=CC=C2C=2C(=NC=C(C2)F)OC)C(=O)NCCC